8-Chloro-1-methyl-4,5-dihydropyrazolo[3,4-b][1]benzazepin ClC1=CC2=C(CCC=3C(=N2)N(NC3)C)C=C1